C1(CC1)[C@@H]1CN(C[C@@H](N1)C)C=1N=NC(=CN1)C1=C(C=C(C=C1)C1=NC=NS1)O 2-{3-[(3r,5s)-3-cyclopropyl-5-methylpiperazin-1-yl]-1,2,4-triazin-6-yl}-5-(1,2,4-thiadiazol-5-yl)phenol